tert-butyl (3-(4,4,5,5-tetramethyl-1,3,2-dioxaborolan-2-yl)-5-(3-(4,4,5,5-tetramethyl-1,3,2-dioxaborolan-2-yl)-5-(trifluoromethyl)benzoyl)benzoyl)glycinate CC1(OB(OC1(C)C)C=1C=C(C(=O)NCC(=O)OC(C)(C)C)C=C(C1)C(C1=CC(=CC(=C1)C(F)(F)F)B1OC(C(O1)(C)C)(C)C)=O)C